ethyl (E)-3-(4-azido-3,5-difluorophenyl)acrylate N(=[N+]=[N-])C1=C(C=C(C=C1F)/C=C/C(=O)OCC)F